F[B-](F)(F)F.C1(=CC=CC=C1)[C@H](C)N1C=[N+](C=C1)[C@@H](C)C1=CC=CC=C1 1,3-bis((S)-1-phenylethyl)-1H-imidazol-3-ium tetrafluoroborate